NC1=NC=C(C2=C1C(=C(N2C)C2=C(C=C(C=C2)NC(C(=C)C)=O)Cl)C2=CC(=C(C=C2)OC2=NC=CC(=N2)C(F)F)F)C#N N-(4-(4-amino-7-cyano-3-(4-((4-(difluoromethyl)pyrimidin-2-yl)oxy)-3-fluorophenyl)-1-methyl-1H-pyrrolo[3,2-c]pyridin-2-yl)-3-chlorophenyl)methacrylamide